4-[[(7R)-8-cyclopentyl-7-ethyl-5-methyl-6-oxo-7H-pteridin-2-yl]amino]-3-methoxy-N-[4-[3-(4-piperidyloxy)propoxy]butyl]benzamide C1(CCCC1)N1[C@@H](C(N(C=2C=NC(=NC12)NC1=C(C=C(C(=O)NCCCCOCCCOC2CCNCC2)C=C1)OC)C)=O)CC